(1S,3S,5S)-2-((2S)-2-amino-2-(3-(2-morpholinoethoxy)adamantan-1-yl)acetyl)-2-azabicyclo[3.1.0]hexane-3-carbonitrile N[C@H](C(=O)N1[C@H]2C[C@H]2C[C@H]1C#N)C12CC3(CC(CC(C1)C3)C2)OCCN2CCOCC2